(E)-1-(2,4-Dihydroxyphenyl)-3-[3-methoxy-4-(phenylsulfanylmethyl)phenyl]prop-2-en-1-one OC1=C(C=CC(=C1)O)C(\C=C\C1=CC(=C(C=C1)CSC1=CC=CC=C1)OC)=O